F[C@@H]1C[C@H](N(C1)C(CCC1=CNC2=CC=CC=C12)=O)C(=O)N[C@H](C1=CC=C(C=C1)C(C)C)C1=CC=CC=C1 (2S,4R)-4-fluoro-1-[3-(1H-indol-3-yl)propanoyl]-N-[(S)-phenyl[4-(propan-2-yl)phenyl]methyl]pyrrolidine-2-carboxamide